FC(C1=CC=C(OC2=C(C=CC=C2)C2=CC=C(C(=O)O)C=C2)C=C1)(F)F 4-[2-[4-(trifluoromethyl)phenoxy]phenyl]benzoic acid